vinyl-trisilan-triol C(=C)[SiH]([Si](O)(O)O)[SiH3]